3-ethynyl-3-fluoro-oxetane C(#C)C1(COC1)F